bis(trisilanyl)phosphine [SiH2]([SiH2][SiH3])P[SiH2][SiH2][SiH3]